(R)-cyclopropyl(5-(4-(4-methoxypyrazolo[1,5-a]pyridin-2-yl)-1,4,6,7-tetrahydro-5H-imidazo[4,5-c]pyridin-5-yl)pyrazin-2-yl)methanone C1(CC1)C(=O)C1=NC=C(N=C1)N1[C@H](C2=C(CC1)NC=N2)C2=NN1C(C(=CC=C1)OC)=C2